FC1=C(C(=CC=C1)OC)C1=NC=CC(=N1)NC1=CC(=C(C=N1)C=1C=NC=CC1)N1C[C@H](CCC1)O (S)-1-(6-((2-(2-fluoro-6-methoxyphenyl)pyrimidin-4-yl)amino)-[3,3'-bipyridin]-4-yl)piperidin-3-ol